N[C@H](C(=O)O)CC1=CNC2=CC=C(C=C12)C1=CC=NC=C1 (S)-2-amino-3-(5-(pyridin-4-yl)-1H-indol-3-yl)propanoic acid